C(C)(C)N(C(C)C)CC1=C(C(=CC(=C1)[N+](=O)[O-])I)O 2-((Diisopropylamino)methyl)-6-iodo-4-nitrophenol